6-(benzylthio)-1H-pyrrolo[3,2-b]pyridine-1-carboxylic acid tert-butyl ester C(C)(C)(C)OC(=O)N1C=CC2=NC=C(C=C21)SCC2=CC=CC=C2